CC1(OB(OC1(C)C)C=1C=NN(C1)CC(=O)OCC)C ethyl 2-(4-(4,4,5,5-tetramethyl-1,3,2-dioxaborolan-2-yl)pyrazol-1-yl)acetate